Cl.FC1=C(C(=O)N([C@H]2CNCCC2)C2=NC=CC3=CC(=CC(=C23)C)F)C=CC(=C1)C=1C=NN2C1N=CC=C2 (R)-2-fluoro-N-(6-fluoro-8-methylisoquinolin-1-yl)-N-(piperidin-3-yl)-4-(pyrazolo[1,5-a]pyrimidin-3-yl)benzamide hydrochloride salt